S(=O)(=O)(C1=CC=C(C)C=C1)N\N=C\C1CCC(CC1)NC(OC(C)(C)C)=O tert-butyl ((1r,4r)-4-((E)-(2-tosylhydrazono)methyl)cyclohexyl)carbamate